N-(5-((5-chloro-4-((2-(methylsulfonamido)phenyl)amino)pyrimidin-2-yl)amino)-4-methoxy-2-(methyl(2-(methylamino)ethyl)amino)phenyl)acrylamide ClC=1C(=NC(=NC1)NC=1C(=CC(=C(C1)NC(C=C)=O)N(CCNC)C)OC)NC1=C(C=CC=C1)NS(=O)(=O)C